BrC1=C(C=C(C(=C1)OCCCCCCCC)OCCCCCCCC)Br 1,2-dibromo-4,5-dioctyl-oxybenzene